NC1[C@@H]2CN(C[C@H]12)CC1CCN(CC1)C1=CC=C(C=C1)NC1C(NC(CC1)=O)=O 3-((4-(4-(((1R,5S,6s)-6-amino-3-azabicyclo[3.1.0]hexan-3-yl)methyl)piperidin-1-yl)phenyl)amino)piperidine-2,6-dione